4-methylcyclohexa-4-ene-1,2-dicarboxylic anhydride CC=1CC2C(CC1)C(=O)OC2=O